N1N=CN=C1C=O 1,2,4-triazole-5-carbaldehyde